FC=1C(=NC(=NC1)NC=1C(=NN(C1)C(C)C)OC)OCC1CCCCC1 (1R,4R)-4-(((5-fluoro-2-((1-isopropyl-3-methoxy-1H-pyrazol-4-yl)amino)pyrimidin-4-yl)oxy)methyl)cyclohexan